2'-chloro-7'-(6-cyclopropoxypyridin-3-yl)spiro[cyclopropane-1,5'-pyrrolo[2,3-d]pyrimidin]-6'(7'H)-one ClC=1N=CC2=C(N1)N(C(C21CC1)=O)C=1C=NC(=CC1)OC1CC1